ClC=1C(=CC2=C(C[C@](O2)(C2=CC=CC=C2)CNC2CCC(CC2)O)C1C=1C(=C2C=CNC2=CC1C(=O)N)F)F (S)-5-((S)-5-Chloro-6-fluoro-2-((((1R,4S)-4-hydroxycyclohexyl)amino)methyl)-2-phenyl-2,3-dihydrobenzofuran-4-yl)-4-fluoroindole-6-carboxamide